FC12[C@@H]([C@@H](N(C(C1)C2)C([C@@](C([2H])([2H])[2H])(O)[2H])=O)CC=2C(=C(C=CC2)C2=CC=CC=C2)F)NS(=O)(=O)CC N-{(3S,4R)-5-fluoro-3-[(2-fluoro[biphenyl]-3-yl)methyl]-2-[(2R)-2-hydroxy(2H4)propanoyl]-2-azabicyclo[3.1.1]heptan-4-yl}ethanesulfonamide